α-Hydroxyhistidin O[C@](N)(CC1=CNC=N1)C(=O)O